{[3-(3,4-dimethoxybenzyl)-1-(1,1-dioxidotetrahydro-2H-thiopyran-4-yl)-2,4-dioxo-1,2,3,4-tetrahydroquinazolin-6-yl]oxy}acetonitrile COC=1C=C(CN2C(N(C3=CC=C(C=C3C2=O)OCC#N)C2CCS(CC2)(=O)=O)=O)C=CC1OC